1,3-diethyl-imidazole bromide [Br-].C(C)N1CN(C=C1)CC